[Si](C)(C)(C(C)(C)C)NS(=NC(CC1=C(C=C(C=C1C(C)C)C#N)C(C)C)=O)(=O)C1=C(N=C(S1)C(C)(C)O)CO[Si](C)(C)C(C)(C)C N-(((tert-butyldimethylsilyl)amino)(4-(((tert-butyldimethylsilyl)oxy)methyl)-2-(2-hydroxypropan-2-yl)thiazol-5-yl)(oxo)-λ6-sulfaneylidene)-2-(4-cyano-2,6-diisopropylphenyl)acetamide